N-(4,5-dimethyl-2-(pyridin-2-ylamino)phenyl)-N-propylformamide CC1=CC(=C(C=C1C)N(C=O)CCC)NC1=NC=CC=C1